C1(CC1)C=1C=C(OC2CC3(CN(C3)C(=O)OC(C)(C)C)CC2)C=CC1C tert-Butyl 6-(3-cyclopropyl-4-methylphenoxy)-2-azaspiro[3.4]octane-2-carboxylate